benzyl 9-(4-chloro-9H-pyrimido[4,5-b]indol-7-yl)-3,9-diazaspiro[5.5]undecane-3-carboxylate ClC1=NC=NC=2NC3=CC(=CC=C3C21)N2CCC1(CCN(CC1)C(=O)OCC1=CC=CC=C1)CC2